3-bromo-5-chloro-2-((1s,2s)-2-(methylamino)cyclohexyl)-N-(thiophen-2-ylmethyl)thieno[3,2-b]pyridin-7-amine trifluoroacetate salt FC(C(=O)O)(F)F.BrC1=C(SC=2C1=NC(=CC2NCC=2SC=CC2)Cl)[C@@H]2[C@H](CCCC2)NC